FC=1C=C(C=CC1OC=1C=2C=C3C(=CC2N=CC1)OCCOCCOCCO3)NC(=O)C3(CC3)C(CC3=CC=C(C=C3)F)=O 1-[2-(4-Fluoro-phenyl)-acetyl]-cyclopropanecarboxylic acid [3-fluoro-4-(7,8,10,11,13,14-hexahydro-6,9,12,15-tetraoxa-1-aza-cyclododeca[b]naphthalen-4-yloxy)-phenyl]-amide